3-(1,2,3,5,6,7-Hexahydro-s-indacen-4-yl)-1-[(4-methyl-1,3-thiazol-2-yl)(oxan-4-yl)sulfamoyl]urea Sodium Salt [Na].C1CCC2=C(C=3CCCC3C=C12)NC(NS(N(C1CCOCC1)C=1SC=C(N1)C)(=O)=O)=O